(S)-2-Amino-4-((3-(benzylamino)-3-oxopropyl)seleno)butyric acid nitrogen [N].N[C@H](C(=O)O)CC[Se]CCC(=O)NCC1=CC=CC=C1